FC1(CCN(CC1)C=1C=C(N)C=C(C1)C)F 3-(4,4-difluoropiperidin-1-yl)-5-methylaniline